3-[(2S)-2-methyl-8-[4-(methylamino)-1-piperidyl]-2,3-dihydro-1,4-benzoxazin-4-yl]piperidine-2,6-dione C[C@@H]1OC2=C(N(C1)C1C(NC(CC1)=O)=O)C=CC=C2N2CCC(CC2)NC